COC1CN(C1)C(=O)NC(C)C1=CC=C(C=C1)NC(OCC1=CC=C(C=C1)Cl)=O 4-chlorobenzyl (4-(1-(3-methoxyazetidine-1-carboxamido)ethyl)phenyl)carbamate